2-fluoro-6-benzylamino-9-(oxepan-2-yl)-9H-purine FC1=NC(=C2N=CN(C2=N1)C1OCCCCC1)NCC1=CC=CC=C1